[Al].[Y] yttrium aluminium